4-Fluoro-2-(trifluoromethoxy)benzoyl-hydrazine FC1=CC(=C(C(=O)NN)C=C1)OC(F)(F)F